4-(4-chloro-9H-pyrido[2',3':4,5]pyrrolo[2,3-d]pyrimidin-7-yl)piperidine-1-carboxylic acid tert-butyl ester C(C)(C)(C)OC(=O)N1CCC(CC1)C1=CC2=C(C3=C(N=CN=C3Cl)N2)N=C1